CCCCCCCCCCCCCC(=O)O[C@H](CCCCCCCCCCC)CC(=O)O[C@@H]1[C@H]([C@@H](O[C@@H]([C@H]1OP(=O)(O)O)CO[C@@]2(C[C@H]([C@H]([C@H](O2)[C@@H](CO)O)O[C@@H]3[C@H]([C@H]([C@@H]([C@H](O3)[C@H](CO)O)OP(=O)(O)O)O[C@@H]4[C@H]([C@H]([C@@H]([C@H](O4)[C@H](CO[C@@H]5[C@H]([C@H]([C@@H]([C@H](O5)[C@H](CO)O)O)O)O)O)O)O[C@@H]6[C@@H]([C@H]([C@@H]([C@H](O6)CO)O)O)O)O)O)O[C@@]7(C[C@H]([C@H]([C@H](O7)[C@@H](CO)O)O)O)C(=O)O)C(=O)O)OC[C@@H]8[C@H]([C@@H]([C@H]([C@H](O8)OP(=O)(O)O)NC(=O)C[C@@H](CCCCCCCCCCC)O)OC(=O)C[C@@H](CCCCCCCCCCC)O)O)NC(=O)C[C@@H](CCCCCCCCCCC)OC(=O)CCCCCCCCCCC The molecule is a lipid A where the free primary hydroxy group of lipid A has a branched hexasaccharide attached. It is a member of lipid As, a dodecanoate ester and a tetradecanoate ester. It is a conjugate acid of a glucosyl-(heptosyl)2-4-phosphonatoheptosyl-(KDO)2-lipid A(8-).